Cl.NC1=C(C=C(C=C1)N)N 1,2,4-triaminobenzene hydrochloride